7-hydroxy-6-methoxy-4-methyl-2-oxo-3-(2-oxo-2-(2-oxa-8-azaspiro[4.5]dec-8-yl)ethyl)-2H-chromen-8-carbaldehyde OC1=C(C=C2C(=C(C(OC2=C1C=O)=O)CC(N1CCC2(CCOC2)CC1)=O)C)OC